2-methyl-7-(2-methyl-4-(4,4,5,5-tetramethyl-1,3,2-dioxaborolan-2-yl)phenyl)-6,7-dihydro-2H-[1,2,3]triazolo[4,5-f][1,4]oxazepin-8(5H)-one CN1N=C2C(C(N(CCO2)C2=C(C=C(C=C2)B2OC(C(O2)(C)C)(C)C)C)=O)=N1